NC=1C=CC(=C(C1)C=1C=NC2=CC(=NC=C2C1)N(C)CC1=CC=C(C=C1)OC)C 3-(5-amino-2-methyl-phenyl)-N-(4-methoxybenzyl)-N-methyl-1,6-naphthyridin-7-amine